[1,3,2]Dithiazole hexafluorophosphate F[P-](F)(F)(F)(F)F.S1NSC=C1